C=1(CCC(CC1)C(=O)OCC1=CC=CC=C1)C1=CC=C(C=C1)C(=O)OC 4-Benzyl 4'-methyl 2,3,4,5-tetrahydro-[1,1'-biphenyl]-4,4'-dicarboxylate